C1(CCCCC1)CCN1C[C@H](CCC1)C=1NC(N(N1)C1=CC=C(C=C1)OCCN1CCCC1)=O (S)-5-(1-(2-cyclohexylethyl)piperidin-3-yl)-2-(4-(2-(pyrrolidin-1-yl)ethoxy)phenyl)-2,4-dihydro-3H-1,2,4-triazol-3-one